C(C)C1(C(=O)OC1C)C α-ethyl-α-methyl-β-butyrolactone